2,2-dimethylhexanoate CC(C(=O)[O-])(CCCC)C